Cl.NCCCCN(C)C 4-amino-N,N-dimethylbutylamine hydrochloride